2-(5-(methoxymethyl)thiophen-3-yl)-4,4,5,5-tetramethyl-1,3,2-dioxaborolane COCC1=CC(=CS1)B1OC(C(O1)(C)C)(C)C